N1(CCC=CC1)C=1C2=C(N=C(N1)OCC13CCCN3CCC1)C(=C(N=C2)C2=CC=CC1=CC=CC(=C21)F)F 4-(3,6-dihydropyridin-1(2H)-yl)-8-fluoro-7-(8-fluoronaphthalen-1-yl)-2-((tetrahydro-1H-pyrrolizin-7a(5H)-yl)methoxy)pyrido[4,3-d]pyrimidine